6-bromo-N-(pyridazin-4-yl)-1H-indole-2-carboxamide BrC1=CC=C2C=C(NC2=C1)C(=O)NC1=CN=NC=C1